C(C)C1C(C2=CC=C(C(=C2C1)F)Br)(C(=O)OC[C@@]1(CCC2=C(C(=CC=C12)Br)F)N)N (S)-(1-amino-5-bromo-4-fluoro-2,3-dihydro-1H-inden-1-yl)methanol Ethyl-1-amino-5-bromo-4-fluoro-2,3-dihydro-1H-indene-1-carboxylate